C(#N)C1=CC(=C(C=C1)COC1=CC=CC(=N1)C1=CC(=C(C(=C1)F)CC(=O)O)F)F 2-[4-[6-[(4-cyano-2-fluoro-phenyl)methoxy]-2-pyridyl]-2,6-difluoro-phenyl]acetic acid